BrC=1C=C2C(=CN(C2=CC1)CC(=O)N/N=C/C1=CC=C(C=C1)C(F)(F)F)C1=N[C@H]([C@@H](NC1=O)C1=CC=CC=C1)C1=CC=CC=C1 2-(5-bromo-3-((5S,6S)-3-oxo-5,6-diphenyl-3,4,5,6-tetrahydropyrazin-2-yl)-1H-indol-1-yl)-N'-((E)-4-trifluoromethylbenzylidene)acethydrazide